C(C)(C)(C)OC(=O)N1C[C@](CC1)(C1=C(C(=CC=C1)Cl)C)N.FC(C=1C=C(C=C(C1)C(F)(F)F)B(C1=CC(=CC(=C1)C(F)(F)F)C(F)(F)F)C1=CC(=CC(=C1)C(F)(F)F)C(F)(F)F)(F)F tris(3,5-bis(trifluoromethyl)phenyl)borane tert-butyl-(S)-3-amino-3-(3-chloro-2-methylphenyl)pyrrolidine-1-carboxylate